N-(3-{6-azaspiro[2.5]oct-6-yl}-4-{5-[2-(4,4-difluoropiperidin-1-yl)-6-methylpyrimidin-4-yl]-2H-1,2,3,4-tetrazol-2-yl}phenyl)-2-hydroxyethane-1-sulfonamide C1CC12CCN(CC2)C=2C=C(C=CC2N2N=C(N=N2)C2=NC(=NC(=C2)C)N2CCC(CC2)(F)F)NS(=O)(=O)CCO